[4-[2-[1-(oxetan-3-yl)-4-piperidyl]-3H-imidazo[4,5-b]pyridin-7-yl]-1-piperidyl]-[4-(trifluoromethoxy)phenyl]methanone O1CC(C1)N1CCC(CC1)C1=NC=2C(=NC=CC2C2CCN(CC2)C(=O)C2=CC=C(C=C2)OC(F)(F)F)N1